4-acrylamido-N-(3-((6,6-dimethyl-5-(4-methylpiperazine-1-carbonyl)-1,4,5,6-tetrahydropyrrolo[3,4-c]pyrazol-3-yl)amino)phenyl)benzamide C(C=C)(=O)NC1=CC=C(C(=O)NC2=CC(=CC=C2)NC=2C3=C(NN2)C(N(C3)C(=O)N3CCN(CC3)C)(C)C)C=C1